NCCN1C(C2=CC(=CC=C2C1)Br)=O 2-(2-aminoethyl)-6-bromo-3H-isoindol-1-one